NC1=NC(=NC=N1)S 4-amino-1,3,5-triazine-2-thiol